5-(8-((4-fluorophenethyl)amino)imidazo[1,2-b]pyridazin-6-yl)pyrimidine-2,4(1H,3H)-dione FC1=CC=C(CCNC=2C=3N(N=C(C2)C=2C(NC(NC2)=O)=O)C=CN3)C=C1